ClC=1C=C2C(=NC1I)N=C(N2COCC[Si](C)(C)C)S(=O)(=O)C 6-chloro-5-iodo-2-(methylsulfonyl)-1-((2-(trimethyl-silyl)ethoxy)methyl)-1H-imidazo[4,5-b]pyridine